6-(1-Isopropyl-1H-pyrazol-3-yl)-5-methyl-2-(1-methyl-1H-imidazol-2-yl)-N-(pyrimidin-4-yl)pyrrolo[2,1-f][1,2,4]triazin-4-amine C(C)(C)N1N=C(C=C1)C=1C(=C2C(=NC(=NN2C1)C=1N(C=CN1)C)NC1=NC=NC=C1)C